C(CCCCCCCCCCCCCCCCC)\C(=C(/C(=O)N)\CC(CCCC)CC)\C(=O)O stearyl-2-ethylhexyl-fumaric acid amide